Cl.C(C1=CC=CC=C1)NC(=O)NC12CC3(CC(CC(C1)C3)C2)NCC(=O)N2CC3=CC=CC=C3C2 1-benzyl-3-(3-((2-(isoindolin-2-yl)-2-oxoethyl)amino)adamantan-1-yl)urea hydrochloride